2-((4-fluoropyridin-3-yl)methyl)-6-(2-(2,2,2-trifluoroethoxy)pyrimidin-5-yl)pyridazin-3(2H)-one FC1=C(C=NC=C1)CN1N=C(C=CC1=O)C=1C=NC(=NC1)OCC(F)(F)F